C(C1=CC=CC=C1)N1CC=2N=C(N=C(C2CC1)N1[C@H](CN(CC1)C(=O)OC(C)(C)C)C)OC[C@H]1N(CCC1)C tert-butyl (3S)-4-[7-benzyl-2-[[(2S)-1-methylpyrrolidin-2-yl]methoxy]-6,8-dihydro-5H-pyrido[3,4-d]pyrimidin-4-yl]-3-methyl-piperazine-1-carboxylate